6-((7R,14R)-1-(difluoromethoxy)-6-(methyl-d3)-5-oxo-5,6,7,14-tetrahydro-7,14-methanobenzo[f]benzo[4,5]imidazo[1,2-a][1,4]diazocin-11-yl)hex-5-ynenitrile FC(OC1=CC=CC=2C(N([C@H]3C=4N([C@@H](C21)C3)C3=C(N4)C=CC(=C3)C#CCCCC#N)C([2H])([2H])[2H])=O)F